C(#N)C=1C(=NC2=CC=CC=C2C1)SCCC(=O)O 3-((3-cyanoquinolin-2-yl)thio)propanoic acid